2-[2-(3-{2-[2-(3,6-dimethoxy-9-carbazolylcarbonyloxy)ethoxy] ethoxy}-5-(dimethylamino) phenoxy)ethoxy]ethyl 3,6-dimethoxy-9-carbazolecarboxylate COC=1C=CC=2N(C3=CC=C(C=C3C2C1)OC)C(=O)OCCOCCOC1=CC(=CC(=C1)N(C)C)OCCOCCOC(=O)N1C2=CC=C(C=C2C=2C=C(C=CC12)OC)OC